3-difluoromethyl-5-fluorobenzyl cyanide FC(C=1C=C(CC#N)C=C(C1)F)F